β-D-gulofuranose O[C@H]1[C@H](O)[C@H](O)[C@@H](O1)[C@H](O)CO